5-piperazin-1-yl-pyrazolo[1,5-a]pyrimidine-3-carboxamide N1(CCNCC1)C1=NC=2N(C=C1)N=CC2C(=O)N